(2RS)-4,4,4-trifluoro-2-(4-fluorophenyl)-N-{4-[7-(pyridin-2-yl)-5H-pyrrolo[2,3-b]pyrazin-6-yl]pyridin-2-yl}butanamide FC(C[C@@H](C(=O)NC1=NC=CC(=C1)C1=C(C=2C(=NC=CN2)N1)C1=NC=CC=C1)C1=CC=C(C=C1)F)(F)F |r|